3-hydroxy-16-Methyl-hexadecanoic acid OC(CC(=O)O)CCCCCCCCCCCCCC